8-chloro-3-(methoxymethyloxy)-1-naphthol ClC=1C=CC=C2C=C(C=C(C12)O)OCOC